ClC=1N=NC(=CC1)C=1C=NC=CC1 3-chloro-6-(pyridin-3-yl)pyridazine